NCCSSCCNC(OCCOCCOCCOCCOCCOCC(=O)O)=O 1-amino-8-oxo-9,12,15,18,21,24-hexaoxa-3,4-dithia-7-azahexacosan-26-oic acid